C(C=C)OCC1OC1 [(2-propenyloxy)methyl]-oxirane